N-(6-(2-hydroxy-prop-2-yl)pyridin-3-yl)-2-(1-methyl-1H-imidazol-5-yl)-6-(tetrahydro-2H-pyran-4-yl)pyrimidine-4-carboxamide OC(C)(C)C1=CC=C(C=N1)NC(=O)C1=NC(=NC(=C1)C1CCOCC1)C1=CN=CN1C